C(CCCCCCC)C(CCCCCCCC)OC(CCCCCCCOC(=O)[C@H]1N(CC(C1)OC(CCN(C)C)=O)CCCCC(OCCCCCCCCCCC)=O)=O (2S)-4-[3-(dimethylamino)propionyloxy]-1-(5-oxo-5-undecyloxy-pentyl)pyrrolidine-2-carboxylic acid [8-(1-octylnonyloxy)-8-oxo-octyl] ester